NC1=C(C=2C(=NC(=C(C2)C)C)N1C1=C(C(=CC(=C1Cl)OC)OC)Cl)C#N 2-amino-1-(2,6-dichloro-3,5-dimethoxyphenyl)-5,6-dimethyl-1H-pyrrolo[2,3-b]pyridine-3-carbonitrile